6-(2,6-Dimethylphenylimino)ethyl-2-propionylpyridin CC1=C(C(=CC=C1)C)N=CCC1=CC=CC(=N1)C(CC)=O